CCC\C=C/CCCC cis-4-nonen